1-(1-phenylethyl)-1H-Pyrazole-3,5-dicarboxylic acid dimethyl ester COC(=O)C1=NN(C(=C1)C(=O)OC)C(C)C1=CC=CC=C1